cis-2-Aminocyclooctanecarboxylic acid N[C@@H]1[C@@H](CCCCCC1)C(=O)O